2-acetonyl-4-fluoro-pyrazole-3-carboxylic acid ethyl ester C(C)OC(=O)C=1N(N=CC1F)CC(=O)C